[O-]S(=O)(=O)C(F)(F)F.C[S+](CC1=CC=C(C=C1)C)C dimethyl-(4-methylbenzyl)sulfonium triflate